1-N'-(4-fluorophenyl)-1-N-[4-(7-pyrimidin-4-ylquinolin-4-yl)oxyphenyl]cyclopropane-1,1-dicarboxamide FC1=CC=C(C=C1)NC(=O)C1(CC1)C(=O)NC1=CC=C(C=C1)OC1=CC=NC2=CC(=CC=C12)C1=NC=NC=C1